bis(carbomethoxy)1,1'-binaphthyl C(=O)(OC)C=1C(=C(C2=CC=CC=C2C1)C1=CC=CC2=CC=CC=C12)C(=O)OC